N-((3S,4R)-1-(2-cyanopyridin-3-yl)-4-(2,6-difluoro-4-methoxyphenyl)-2-oxopyrrolidin-3-yl)-4-(difluoromethoxy)benzamide C(#N)C1=NC=CC=C1N1C([C@H]([C@@H](C1)C1=C(C=C(C=C1F)OC)F)NC(C1=CC=C(C=C1)OC(F)F)=O)=O